C1N(CC2=CC=CC=C12)CCSC1=NC2=CC=CC=C2CN1 2-((2-(isoindolin-2-yl)ethyl)thio)-3,4-dihydroquinazoline